C(=O)(O)CN(CC(=O)O)C(CC[C@@H](C)[C@H]1CC[C@H]2[C@@H]3[C@H](C[C@@H]4C[C@H](C(C[C@]4(C)[C@H]3CC[C@]12C)(F)F)O)O)=O N-(carboxymethyl)-N-(2,2-difluoro-3β,7β-dihydroxy-5β-cholan-24-oyl)-2-aminoacetic acid